CN(CC(C(=O)O)NC(=O)C1CCN(CC1)C(C1=C(C=C(C=C1)NC=1C=2N(C=CN1)C(=CN2)C2=CC(=C(C=C2)OC)F)C)=O)C 3-(dimethylamino)-2-[[1-[4-[[3-(3-fluoro-4-methoxyphenyl)imidazo[1,2-a]pyrazin-8-yl]amino]-2-methylbenzoyl]piperidine-4-carbonyl]amino]propanoic acid